OC=1C=C(COC=2C(=NC=CC2)C2=CC(=CN2C)C(=O)NC2=CC(=CC=C2)NS(=O)(=O)C)C=CC1 5-(3-((3-hydroxybenzyl)oxy)pyridin-2-yl)-1-methyl-N-(3-(methylsulfonamido)phenyl)-1H-pyrrole-3-carboxamide